F[P-](F)(F)(F)(F)F.[Fe+2].C(CC)C1=CC=CC=C1.F[P-](F)(F)(F)(F)F propylbenzene iron hexafluorophosphate